FC=1C=C(OC2=CC=C3CCN(CC3=C2)C(CC=2N=C(SC2)NC(C=C)=O)=O)C=CC1C(F)(F)F N-(4-(2-(7-(3-fluoro-4-(trifluoromethyl)phenoxy)-3,4-dihydroisoquinolin-2(1H)-yl)-2-oxoeth-yl)thiazol-2-yl)acrylamide